tert-butyl 6-(methyl-d3)-3-(2H-1,2,3-triazol-2-yl)picolinate C(C1=CC=C(C(=N1)C(=O)OC(C)(C)C)N1N=CC=N1)([2H])([2H])[2H]